1-bromo-2-fluoro-4-(tridecylmethoxy)-5-nitrobenzene BrC1=C(C=C(C(=C1)[N+](=O)[O-])OCCCCCCCCCCCCCC)F